BrC=1C(=C(C=O)C=CC1)OC(F)(F)F 3-bromo-2-trifluoromethoxybenzaldehyde